4,6-dichloro-2-(4-(methylsulfonyl)benzyl)-5-(2-(trifluoromethyl)phenyl)-1H-benzo[d]imidazole ClC1=C(C(=CC=2NC(=NC21)CC2=CC=C(C=C2)S(=O)(=O)C)Cl)C2=C(C=CC=C2)C(F)(F)F